1-[6-(4-chloroanilino)-2-methylsulfanyl-5-nitro-pyrimidin-4-yl]-4-methyl-piperidine-4-carboxamide ClC1=CC=C(NC2=C(C(=NC(=N2)SC)N2CCC(CC2)(C(=O)N)C)[N+](=O)[O-])C=C1